4-(4-(3-aminopropyl)-1,4-diazepan-1-yl)-6,7-dimethoxyquinoline-3-carbonitrile NCCCN1CCN(CCC1)C1=C(C=NC2=CC(=C(C=C12)OC)OC)C#N